COC(=O)C1=C(C=2N(C=C1)N=CC2C(F)F)C#C[Si](C(C)C)(C(C)C)C(C)C 3-(Difluoromethyl)-4-((triisopropylsilyl)ethynyl)pyrazolo[1,5-a]pyridine-5-carboxylic acid methyl ester